COC=1C=NC(=NC1)N[C@@H]1CNC[C@H]1OCC1=CC=C(C=C1)C(F)(F)F 5-methoxy-N-((3R,4R)-4-(4-(trifluoromethyl)benzyloxy)pyrrolidin-3-yl)pyrimidin-2-amine